5-(6-amino-2-chloro-3-pyridyl)-1H-imidazol NC1=CC=C(C(=N1)Cl)C1=CN=CN1